COC1=C(CN2C(C=3C(=NC(=C(C3C2)F)N[C@H]2[C@H](CCCC2)NC(OC(C)(C)C)=O)C=2C=NN3C2C=CC=C3)=O)C=CC(=C1)OC tert-butyl (1S,2R)-2-(2-(2,4-dimethoxybenzyl)-7-fluoro-3-oxo-4-(pyrazolo[1,5-a]pyridin-3-yl)-2,3-dihydro-1H-pyrrolo[3,4-c]pyridin-6-ylamino)cyclohexylcarbamate